ClC=1C=C2C(C(NC2=CC1)=O)=CC1=CC=C(O1)C=1C=C(C(=O)O)C=CC1 3-(5-((5-chloro-2-oxoindolin-3-ylidene)methyl)furan-2-yl)benzoic acid